FC(C(=O)O)C(=O)O monofluoromalonic acid